9-anthrylmethylpiperidine C1=CC=CC2=CC3=CC=CC=C3C(=C12)CN1CCCCC1